NC1=C(C(=NN1C)C1CC2CC(CC2C1)(O)C(F)(F)S(=O)(=O)C1=CC=C(C=C1)Cl)C(=O)NC1=CC(=C(C=C1)F)Cl 5-Amino-N-(3-chloro-4-fluorophenyl)-3-(5-(((4-chlorophenyl)sulfonyl)difluoromethyl)-5-hydroxyoctahydropentalen-2-yl)-1-methyl-1H-pyrazole-4-carboxamide